ClC1=NC(=CC2=C1C=CS2)Cl 4,6-dichlorothieno[3,2-c]pyridine